(3-(Methylsulfonyl)-4-((1-(methylsulfonyl)piperidin-4-yl)methoxy)phenyl)-methanol CS(=O)(=O)C=1C=C(C=CC1OCC1CCN(CC1)S(=O)(=O)C)CO